tetrahydropyran-2-yloxy-prop-2-enamide O1C(CCCC1)OC(C(=O)N)=C